CS(=O)(=O)N1CCC2=CC=C(C=C12)N1C=NC=2C1=NC(=CC2)C=2C=CC(=NC2)OCCCO 3-((5-(3-(1-(methylsulfonyl)indolin-6-yl)-3H-imidazo[4,5-b]pyridin-5-yl)pyridin-2-yl)oxy)propan-1-ol